O1[C@@H](COCC1)CCOC1=CC(=C(C=C1)CC(=O)OC)F methyl 2-[4-[2-((2R)-1,4-dioxan-2-yl)ethoxy]-2-fluoro-phenyl]acetate